O.S(=O)(=O)([O-])[O-].[Ca+2].[S+2].S(=O)(=O)([O-])[O-] mono-sulfur calcium sulfate hydrate